1-(cyclopropylmethyl)-7-[[(3S)-5-oxopyrrolidin-3-yl]methoxy]indole-2-carbaldehyde C1(CC1)CN1C(=CC2=CC=CC(=C12)OC[C@@H]1CNC(C1)=O)C=O